C(CCC)C1CCC=2N(C3=C(C=CC=C3C2C1)C(=O)O)CC1=CC(=CC=C1)C#N 3-butyl-9-[(3-cyanophenyl)methyl]-2,3,4,9-tetrahydro-1H-carbazole-8-carboxylic acid